FC(C(=O)[O-])(F)F.N=1N2C(=C(C1)C1C[NH2+]CC3=CC=CC=C13)CCC2 4-(5,6-dihydro-4H-pyrrolo[1,2-b]pyrazol-3-yl)-1,2,3,4-tetrahydroisoquinolinium trifluoroacetate